O=C1N(C(C=C1)=O)CCCCCC(=O)NC(C)C=O 2-(6-(2,5-dioxo-2,5-dihydro-1H-pyrrol-1-yl)hexanoylamino)-3-oxopropane